2-(1-methylbutyl)phenol CC(CCC)C1=C(C=CC=C1)O